SCC(C(=O)OC(C)OC(C(CS)C)=O)C ethanediol bis(3-mercapto-2-methylpropionate)